NC=1C(=NN(C1C(=O)OC)C1=CC=C(C=C1)CN)C1CCOCC1 methyl 4-amino-1-(4-(aminomethyl)phenyl)-3-(tetrahydro-2H-pyran-4-yl)-1H-pyrazole-5-carboxylate